BrC=1C(=C(C=CC1F)NS(=O)(=O)C=1C(=NC=C(C1)F)C)F N-(3-bromo-2,4-difluorophenyl)-5-fluoro-2-methylpyridine-3-sulfonamide